2-(((6-(methacryloyloxy) hexyl) oxy) carbonyl)-1,4-phenylenebis(4-((8-((tetrahydro-2H-pyran-2-yl) oxy) octyl) oxy) benzoate) C(C(=C)C)(=O)OCCCCCCOC(=O)C1=C(C=CC(=C1)C1=C(C(=O)[O-])C=CC(=C1)OCCCCCCCCOC1OCCCC1)C1=C(C(=O)[O-])C=CC(=C1)OCCCCCCCCOC1OCCCC1